N-((cis)-3-(5-chloro-2-cyanophenyl)cyclobutyl)-1-(1-(4-methyl-6-((1R,5S)-2-oxo-3-azabicyclo[3.1.0]hexan-3-yl)pyridin-3-yl)cyclopropyl)-1H-pyrazole-4-carboxamide ClC=1C=CC(=C(C1)[C@H]1C[C@H](C1)NC(=O)C=1C=NN(C1)C1(CC1)C=1C=NC(=CC1C)N1C([C@@H]2C[C@@H]2C1)=O)C#N